C(C)(=O)O[C@@H]1[C@H]([C@H]2OC(OC[C@H]2O[C@H]1C(=O)O)(C)C)N1N=NC(=C1)C1=CC(=CC(=C1)F)F (4aR,6R,7R,8S,8aR)-7-acetoxy-8-(4-(3,5-difluorophenyl)-1H-1,2,3-triazol-1-yl)-2,2-dimethylhexahydropyrano[3,2-d][1,3]dioxine-6-carboxylic acid